C(C)(C)(C)OC(=O)N[C@H]1CSC2=C(N(C1=O)CC1=CC=C(C=C1)Cl)C=C(C(=C2)F)C(=O)O (3R)-3-(tert-butoxycarbonylamino)-5-(4-chlorobenzyl)-8-fluoro-4-keto-2,3-dihydro-1,5-benzothiazepine-7-carboxylic acid